FC1=CC=C(C=C1)N1N=CC2=CC(=C(C=C12)C)C1=C(C=NC=C1)C (4-fluorophenyl)-6-methyl-5-(3-methylpyridin-4-yl)-1H-indazole